2-{4-[5-chloro-2-(1H-tetrazol-1-yl)phenyl]-5-methoxy-2-oxopyridin-1(2H)-yl}pentanoic acid ClC=1C=CC(=C(C1)C1=CC(N(C=C1OC)C(C(=O)O)CCC)=O)N1N=NN=C1